CC1(CCN(CC1)C(=O)OC(C)(C)C)N1CCCCC1 tert-butyl 4'-methyl-[1,4'-bipiperidinyl]-1'-carboxylate